3-(5-((4-(3,3-Dimethylbutanoyl)-3-hydroxy-2-methylphenoxy)methyl)-1,2,4-oxadiazol-3-yl)-2-methoxybenzoic acid CC(CC(=O)C1=C(C(=C(OCC2=NC(=NO2)C=2C(=C(C(=O)O)C=CC2)OC)C=C1)C)O)(C)C